anthraquinone-diazonium C1(=CC=CC=2C(C3=CC=CC=C3C(C12)=O)=O)[N+]#N